C(C)(C)(C)OC(C(C(=O)OCC)(C(F)(F)F)O)C=C ethyl 3-tert-butoxy-2-hydroxy-2-(trifluoromethyl)pent-4-enoate